tert-Butyl N-[2-(3,5-dibromo-1,2,4-triazol-1-yl)ethyl]-N-methyl-carbamate BrC1=NN(C(=N1)Br)CCN(C(OC(C)(C)C)=O)C